6-(3-ethyl-3-methylazetidin-1-yl)quinoline-4-carboxylic acid methyl ester COC(=O)C1=CC=NC2=CC=C(C=C12)N1CC(C1)(C)CC